OC1(CCN(CC12CCCC2)C(CCC2COCC2)=O)CN2C=C(C(=CC2=O)C2=CC=CC=C2)C(=O)N(C)C 1-((10-hydroxy-7-(3-(tetrahydrofuran-3-yl)propionyl)-7-azaspiro[4.5]decan-10-yl)methyl)-N,N-dimethyl-6-oxo-4-phenyl-1,6-dihydropyridine-3-carboxamide